3-ethyl-3-(propenyloxymethyl)oxetane C(C)C1(COC1)COC=CC